BrC=1N=C(C(=NC1)Br)Br Tribromopyrazine